(Z)-N',3-dihydroxy-2,2-dimethylpropionamidine O\N=C(\C(CO)(C)C)/N